CN([C@@]1(CN(CCC1)C1=CC(=C(C=C1)S(=O)(=O)NC1=NC=NC=C1)F)CCC1=CC(=CC=C1)C(F)(F)F)C (S)-4-(3-(dimethylamino)-3-(3-(trifluoromethyl)phenethyl)-piperidin-1-yl)-2-fluoro-N-(pyrimidin-4-yl)benzenesulfonamide